1,2-dimethyl-tetrakis(diethylamino)disilane C[Si]([Si](C)(N(CC)CC)N(CC)CC)(N(CC)CC)N(CC)CC